p-methoxytrityl chloride COC1=CC=C(C=C1)C(C2=CC=CC=C2)(C3=CC=CC=C3)Cl